(2S)-3-cyclopentyl-N-cyclopropyl-2-({5-[(1S)-1-[(5-cyclopropyl-2-methylpyridin-3-yl)amino]ethyl]thiophen-2-yl}formamido)propanamide C1(CCCC1)C[C@@H](C(=O)NC1CC1)NC(=O)C=1SC(=CC1)[C@H](C)NC=1C(=NC=C(C1)C1CC1)C